9,10-dimethyl-11-(prop-2-yl)-11-azatricyclo[6.2.1.02,7]Undec-2,4,6-triene hydrochloride Cl.CC1C2C3=CC=CC=C3C(C1C)N2C(C)C